NC=1C2=C(N=CN1)N(C=C2Br)[C@H]2[C@H]([C@@H]([C@H](O2)C(=O)O)O[Si](C)(C)C(C)(C)C)F (2S,3R,4S,5R)-5-{4-amino-5-bromo-7H-pyrrolo[2,3-d]pyrimidin-7-yl}-3-[(tert-butyldimethylsilyl)oxy]-4-fluorooxolane-2-carboxylic acid